tert-Butyl 2-(3-acetyl-7-methyl-5-(5-(methylsulfonyl)pyridin-3-yl)-1H-indazol-1-yl)acetate C(C)(=O)C1=NN(C2=C(C=C(C=C12)C=1C=NC=C(C1)S(=O)(=O)C)C)CC(=O)OC(C)(C)C